tert-butyl ((3S,6S,9R,10aR)-9-(benzyloxy)-3-(3-(morpholine-4-carbonyl)azetidine-1-carbonyl)-5-oxodecahydropyrrolo[1,2-a]azocin-6-yl)carbamate C(C1=CC=CC=C1)O[C@H]1C[C@@H]2N(C([C@H](CC1)NC(OC(C)(C)C)=O)=O)[C@@H](CC2)C(=O)N2CC(C2)C(=O)N2CCOCC2